methyl 1-[(4-amino-2-fluoro-phenyl)carbamoyl]piperidine-4-carboxylate NC1=CC(=C(C=C1)NC(=O)N1CCC(CC1)C(=O)OC)F